(1S,5R,7S)-5-Ethyl-7-methyl-6,8-dioxabicyclo[3.2.1]octane C(C)[C@@]12CCC[C@@H]([C@@H](O1)C)O2